C(C)(C)(C)OC(=O)NC[C@@H]([C@@H](C(=O)OC(C)(C)C)NC([C@H](C(C)C)NC(=O)OC(C)(C)C)=O)CCCB1OC(C(O1)(C)C)(C)C tert-butyl (2S,3S)-3-[(tert-butoxycarbonylamino)methyl]-2-[[(2S)-2-(tert-butoxycarbonylamino)-3-methyl-butanoyl]amino]-6-(4,4,5,5-tetramethyl-1,3,2-dioxaborolan-2-yl)hexanoate